C(CCC)OC=1C=C(C=CC1)C1=CC(=C(C=C1)C1=NC2=CC=C(C=C2C(=C1)C(=O)O)F)F 2-(3'-butoxy-3-fluoro-[1,1'-biphenyl]-4-yl)-6-fluoroquinoline-4-carboxylic acid